BrC1=CC=C(C=C1)C(C(C1=CC=C(C=C1)Br)N=C=O)N=C=O 1,2-bis(4-bromophenyl)ethylene diisocyanate